3-(2-isopropylphenyl)-N-(4-methoxy-6-methylpyridin-3-yl)azetidine-3-carboxamide C(C)(C)C1=C(C=CC=C1)C1(CNC1)C(=O)NC=1C=NC(=CC1OC)C